NC=1C(=NN(C1C(=O)O)C1=CC=C(C=C1)CNC(C1=C(C=CC(=C1)F)OC)=O)C(C(F)(F)F)C 4-amino-1-(4-((5-fluoro-2-methoxybenzamido)methyl)phenyl)-3-(1,1,1-trifluoropropan-2-yl)-1H-pyrazole-5-carboxylic acid